CB(OCCC)C dimethyl-(n-propoxy)borane